(4-(2-(2,6-dioxopiperidin-3-yl)-1-oxoisoindolin-4-yl)but-3-yn-1-yl)-5-(4,4,5,5-tetramethyl-1,3,2-dioxaborolan-2-yl)pyridine-2-sulfonamide O=C1NC(CCC1N1C(C2=CC=CC(=C2C1)C#CCCC=1C(=NC=C(C1)B1OC(C(O1)(C)C)(C)C)S(=O)(=O)N)=O)=O